ClC=1C=C(C=CC1)C(CN1CC(CCC1)COC1=CC=C(C=C1)S(=O)(=O)C)OC 1-(2-(3-chlorophenyl)-2-methoxyethyl)-3-((4-(methylsulfonyl)phenoxy)methyl)piperidine